3-(5-(((3R,4S)-4-Fluoro-1-((2-((S)-tetrahydrofuran-3-yl)quinolin-6-yl)methyl)pyrrolidin-3-yl)oxy)-1-oxoisoindolin-2-yl)piperidine-2,6-dione F[C@@H]1[C@@H](CN(C1)CC=1C=C2C=CC(=NC2=CC1)[C@H]1COCC1)OC=1C=C2CN(C(C2=CC1)=O)C1C(NC(CC1)=O)=O